2-(((benzyloxy)carbonyl)amino)-2-(4,4-difluorocyclohexylidene)acetic acid C(C1=CC=CC=C1)OC(=O)NC(C(=O)O)=C1CCC(CC1)(F)F